(1R,3S)-3-(3-{[(5-methyl-1,3,4-oxadiazol-2-yl)acetyl]amino}-1H-pyrazol-5-yl)cyclopentyl-(2S)-butan CC1=NN=C(O1)CC(=O)NC1=NNC(=C1)[C@@H]1C[C@@H](CC1)CCCC